[N+](=O)([O-])C=1C=CC2=C(N(N=N2)C(CCC)=S)C1 1-(6-nitro-1H-benzo[d][1,2,3]triazol-1-yl)butane-1-thione